C(C1=CC=C(C(=O)OCCCCCCC(C)C)C=C1)(=O)OCCCCC n-amyl isononyl terephthalate